O[C@@]1(CC[C@@]2([C@H]3CC[C@@]4([C@@](CC[C@H]4[C@@H]3CC[C@H]2C1)([2H])C(CN1C=NC=C1)=O)C)C)C([2H])([2H])OC([2H])([2H])[2H] 1-((3R,5S,8R,9S,10S,13S,14S,17S)-3-hydroxy-3-((methoxy-d3)methyl-d2)-10,13-dimethylhexadecahydro-1H-cyclopenta[a]phenanthren-17-yl-17-d)-2-(1H-imidazol-1-yl)ethan-1-one